OC1CCN(CC1)C=1C=C(C=CC1)C=1N=C(SC1)NC(CNC(OC(C)(C)C)=O)=O tert-butyl (2-((4-(3-(4-hydroxypiperidin-1-yl)phenyl)thiazol-2-yl)amino)-2-oxoethyl)carbamate